[N+](=O)([O-])C=1C(=C(C(=C(O)C1)[N+](=O)[O-])O)[N+](=O)[O-].[Ba] barium trinitroresorcinol